2,6-bis(1,10-phenanthroline-5-yl)pyridine cobalt [Co].N1=CC=CC2=C(C=C3C=CC=NC3=C12)C1=NC(=CC=C1)C1=C2C=CC=NC2=C2N=CC=CC2=C1